C(C)(=O)N1C[C@H](N([C@H](C1)C)CCOC1=CC=C(C=C1)C1CCN(CC1)C1=CC(=C(C=N1)C=1C2=C(C(N(C1)C)=O)NC=C2)OC)C 4-{6-[4-(4-(2-((2R,6S)-4-acetyl-2,6-dimethylpiperazin-1-yl)ethoxy)phenyl)piperidin-1-yl]-4-methoxypyridin-3-yl}-6-methyl-1H-pyrrolo[2,3-c]pyridin-7(6H)-one